ClC(C(C(=O)O)CC1=CC=CC=C1)(Cl)Cl.C(C)(=O)OC(C1=CC=CC=C1)C(Cl)(Cl)Cl trichloromethylbenzyl acetate (α-trichloromethylbenzyl acetate)